COC1=NN(C=C1[N+](=O)[O-])COCC[Si](C)(C)C 3-methoxy-4-nitro-1-((2-(trimethylsilyl)ethoxy)methyl)-1H-pyrazole